tert-butyl (1R,3R,4R,5S)-5-cyclopropoxy-3-(hydroxymethyl)-2-azabicyclo[2.2.1]heptane-2-carboxylate C1(CC1)O[C@@H]1[C@H]2[C@@H](N([C@@H](C1)C2)C(=O)OC(C)(C)C)CO